FC1=C(C=CC(=C1)F)[C@@H]1N(CCC1)C1=NC=2N(C=C1)N=CC2C2=CC=CC(=N2)N2CCN(CC2)C2CCN(CC2)CC=2C=C1CN(C(C1=CC2)=O)C2C(NC(CC2)=O)=O 3-(5-((4-(4-(6-(5-((R)-2-(2,4-difluorophenyl)pyrrolidin-1-yl)pyrazolo[1,5-a]pyrimidin-3-yl)pyridin-2-yl)piperazin-1-yl)piperidin-1-yl)methyl)-1-oxoisoindolin-2-yl)piperidine-2,6-dione